BrC=1C=C(C=CC1)CCNS(=O)(=O)C1=CC=C(C=C1)C N-(3-bromophenyl-ethyl)-4-methylbenzenesulfonamide